(S)-8-ethynyl-11,11-difluoro-8-hydroxy-3-methyl-1,3,4,7,8,9,10,11-octahydro-2H-pyrido[4',3':3,4]pyrazolo[1,5-a]azepine-2-carboxylate C(#C)C1(CCC(C=2N(C1)N=C1C2CN([C@H](C1)C)C(=O)[O-])(F)F)O